2-(alpha-methylbenzyl)phenol CC(C1=CC=CC=C1)C1=C(C=CC=C1)O